4-(2-oxo-tetrahydrofuran-3-yl)piperidine-1-carboxylic acid tert-butyl ester C(C)(C)(C)OC(=O)N1CCC(CC1)C1C(OCC1)=O